3,4,5-trifluoroaniline iodine [I].FC=1C=C(N)C=C(C1F)F